di-choline succinate salt C(CCC(=O)[O-])(=O)[O-].OCC[N+](C)(C)C.OCC[N+](C)(C)C